CC1=C(C(=O)[PH2]=O)C(=CC(=C1)C)C (2,4,6-trimethyl-benzoyl)phosphine oxide